(4-(3-(7-chloroquinolin-4-yl)-6-methylimidazo[1,2-b]pyridazin-7-yl)phenyl)piperazine-1-carboxylic acid tert-butyl ester C(C)(C)(C)OC(=O)N1C(CNCC1)C1=CC=C(C=C1)C1=CC=2N(N=C1C)C(=CN2)C2=CC=NC1=CC(=CC=C21)Cl